tert-butyl (1-((1r,3r)-3-(methoxy-d3)cyclobutyl)-2-oxo-1,2-dihydropyridin-3-yl)carbamate C(OC1CC(C1)N1C(C(=CC=C1)NC(OC(C)(C)C)=O)=O)([2H])([2H])[2H]